BrC1=C(C=CC=2OC(OC21)(C2=CC=CC=C2)CC(=O)N=[N+]=[N-])Cl 2-(4-Bromo-5-chloro-2-phenylbenzo[d][1,3]dioxol-2-yl)acetyl azide